C(C1=CC=CC=C1)SC1=CC=C2C(=N1)CCN2 5-(benzylthio)-2,3-dihydro-1H-pyrrolo[3,2-b]pyridine